OC1=CC=C(C=C1)C(CC1=CC=CC=C1)=O 4'-Hydroxy-2-phenyl-acetophenone